4-(2-dimethylphosphorylethyl)phenol CP(=O)(C)CCC1=CC=C(C=C1)O